BrC=1C=C(CNC2=C3N=CN(C3=NC=N2)CC2OCC(C2O)O)C=CC1 2-((6-((3-bromobenzyl)amino)-9H-purin-9-yl)methyl)tetrahydrofuran-3,4-diol